(R)-N-(6-(3-(dimethylamino)pyrrolidin-1-yl)-5-nitro-2-(2,2,2-trifluoroethoxy)pyridine-3-yl)acetamide CN([C@H]1CN(CC1)C1=C(C=C(C(=N1)OCC(F)(F)F)NC(C)=O)[N+](=O)[O-])C